1-[4-(1-cyanocyclopropyl)pyridin-2-yl]-N-(6-methoxy-1-methylindazol-7-yl)pyrazole-4-sulfonamide C(#N)C1(CC1)C1=CC(=NC=C1)N1N=CC(=C1)S(=O)(=O)NC=1C(=CC=C2C=NN(C12)C)OC